(2R,4S)-tert-butyl 2-(5-(3-chloro-5-cyanophenyl)-4-oxopentyl)-4-(methoxymethyl)pyrrolidine-1-carboxylate ClC=1C=C(C=C(C1)C#N)CC(CCC[C@H]1N(C[C@H](C1)COC)C(=O)OC(C)(C)C)=O